C(CCCCCC)C(O)C(O)CO n-heptyl-glycerin